[Si](C)(C)(C(C)(C)C)OCC(OC=1C=2N(C=C(C1)C=1N=NN(C1C)[C@@H]1[C@@H](CN(CC1)C(=O)OC(C)(C)C)C)N=CC2)C2=NC=C(C=C2)F |r| tert-butyl (3RS,4SR)-4-[4-[4-[2-[tert-butyl(dimethyl)silyl]oxy-1-(5-fluoro-2-pyridyl) ethoxy]pyrazolo[1,5-a]pyridin-6-yl]-5-methyl-triazol-1-yl]-3-methyl-piperidine-1-carboxylate